tert-butyloxycarbonyl-N-[4-[[5-(4-chloro-2-methyl-phenoxy)-4-methyl-3-pyridinyl]methyl]-3-fluoro-2-pyridinyl]carbamic acid tert-butyl ester C(C)(C)(C)OC(N(C1=NC=CC(=C1F)CC=1C=NC=C(C1C)OC1=C(C=C(C=C1)Cl)C)C(=O)OC(C)(C)C)=O